2-[4-amino-3-(4-aminophenyl)pyrazolo[3,4-d]pyrimidin-1-yl]ethanol NC1=C2C(=NC=N1)N(N=C2C2=CC=C(C=C2)N)CCO